Racemic-3-(3-chloro-4-fluorophenyl)-1-(1-(1-methoxyisoquinolin-4-yl)ethyl)-1-(2-((2,2,2-trifluoroethyl)amino)ethyl)urea ClC=1C=C(C=CC1F)NC(N(CCNCC(F)(F)F)[C@H](C)C1=CN=C(C2=CC=CC=C12)OC)=O |r|